C(=O)O.ClC1=CC(=C(C=C1)N1CC2(C1)CC(C2)OC=2C=CC(=NC2C(=O)N[C@H]2CNCC2)C=2C(=NC=CC2)OCC)C#N (R)-5-((2-(4-chloro-2-cyanophenyl)-2-azaspiro[3.3]heptan-6-yl)oxy)-2'-ethoxy-N-(pyrrolidin-3-yl)-[2,3'-bipyridine]-6-carboxamide formate